N1C[C@@H](CCC1)NC1=NN=C(C=2CCCCC12)C1=C(C=C(C=C1)C(F)(F)F)O 2-[4-[[(3R)-3-piperidinyl]amino]-5,6,7,8-tetrahydrophthalazin-1-yl]-5-(trifluoromethyl)phenol